sodium Linoleate C(CCCCCCC\C=C/C\C=C/CCCCC)(=O)[O-].[Na+]